tert-butyl-(13-{(1R)-1-[1-benzyl-4-(2,5-difluorophenyl)-1H-imidazol-2-yl]-2,2-dimethylpropyl}-2,2-dimethyl-6,12-dioxo-5-oxa-10-thia-7,13-diaza-2-silahexadecan-16-yl)carbamate C(C)(C)(C)OC(NCCCN(C(CSCCNC(OCC[Si](C)(C)C)=O)=O)[C@H](C(C)(C)C)C=1N(C=C(N1)C1=C(C=CC(=C1)F)F)CC1=CC=CC=C1)=O